(difluoromethyl) (2,2-difluoroethyl) sulfite S(=O)(OC(F)F)OCC(F)F